sodium 4-tetradecylbenzenesulfonate C(CCCCCCCCCCCCC)C1=CC=C(C=C1)S(=O)(=O)[O-].[Na+]